(R)-3-(2-(3-methylmorpholinyl)-7-(1H-pyrazol-5-yl)imidazo[1,5-b]pyridazin-4-yl)benzonitrile C[C@H]1N(CCOC1)C=1C=C(C=2N(N1)C(=NC2)C2=CC=NN2)C=2C=C(C#N)C=CC2